ethyl (E)-3-(4-methoxystyryl)-2H-azirine-2-carboxylate COC1=CC=C(/C=C/C=2C(N2)C(=O)OCC)C=C1